2-{[4-(1,4'-bipiperidin-1'-yl)phenyl]amino}-6-(2-chlorophenyl)imidazo[1,2-a]pyrimido[5,4-e]pyrimidin-5(6H)-one N1(CCCCC1)C1CCN(CC1)C1=CC=C(C=C1)NC=1N=CC=2C(N(C=3N(C2N1)C=CN3)C3=C(C=CC=C3)Cl)=O